4-chloro-6-(piperazin-1-yl)-9H-pyrimido[4,5-b]indole ClC1=NC=NC=2NC3=CC=C(C=C3C21)N2CCNCC2